(2S)-2-((tert-butoxycarbonyl)amino)-4-(2-phenylethylsulfonimidoyl)butanoic acid C(C)(C)(C)OC(=O)N[C@H](C(=O)O)CCS(=O)(=N)CCC1=CC=CC=C1